5-(4-((1-(4-(4-chloro-1-(4-hydroxyphenyl)-2-phenylbut-1-en-1-yl)phenyl)piperidin-4-yl)methyl)-2,6-dimethylpiperazin-1-yl)-2-(2,6-dioxopiperidin-3-yl)-6-fluoroisoindoline ClCCC(=C(C1=CC=C(C=C1)O)C1=CC=C(C=C1)N1CCC(CC1)CN1CC(N(C(C1)C)C=1C=C2CN(CC2=CC1F)C1C(NC(CC1)=O)=O)C)C1=CC=CC=C1